4-(2-hydroxyethaneyl)-1-piperazineethanesulfonic acid OCCN1CCN(CC1)CCS(=O)(=O)O